phenyl (4-cyanophenyl)carbamate C(#N)C1=CC=C(C=C1)NC(OC1=CC=CC=C1)=O